6,6a,7,8,9,10-hexahydrobenzo[e]pyrido[1,2-a][1,4]diazepine C1=CC=CC2=NCC3N(C=C21)CCCC3